Cl.F[C@@H]1CN(CC1)C1=CC=C(C=N1)C=1C=C2N(N1)C(N(C2)C2=CN=C(S2)C)=O (S)-2-(6-(3-fluoropyrrolidin-1-yl)pyridin-3-yl)-5-(2-methylthiazol-5-yl)-4,5-dihydro-6H-imidazo[1,5-b]pyrazol-6-one hydrogen chloride salt